IC1=CC(=C(C=C1OC)CCNCC1=C(C=CC=C1)OC)OC 2-(4-iodo-2,5-dimethoxyphenyl)-N-[(2-methoxyphenyl)methyl]-ethanamine